CC(CC[13CH3])CCCCCCCC 4-methyldodecane-13C